(2S)-2-{[4-({[2-amino-4-oxo-1,4,5,6,7,8-hexahydropteridin-6-yl]methyl}amino)phenyl]formamido}pentanedioic acid NC=1NC=2NCC(NC2C(N1)=O)CNC1=CC=C(C=C1)C(=O)N[C@H](C(=O)O)CCC(=O)O